6-(5-chloro-2-fluorophenyl)-8-(4-methoxyphenyl)-2H,3H,4H-pyrido[3,2-b][1,4]oxazine ClC=1C=CC(=C(C1)C=1C=C(C=2OCCNC2N1)C1=CC=C(C=C1)OC)F